N,N'-dimethyl-o-phenylenediamine hydrogen chloride Cl.CNC1=C(C=CC=C1)NC